Valinal N[C@@H](C(C)C)C=O